ClC1=CC(=CC(=N1)/C(=N/O)/Cl)C(F)(F)F (Z)-6-chloro-N-hydroxy-4-(trifluoromethyl)picolinimidoyl chloride